ClC=1C=NC=CC1B(O)O (3-chloropyridin-4-yl)boronic acid